2,2-Difluoro-3-((5S,7R)-5-(5-((1-(3-fluoropropyl)azetidin-3-yl)amino)pyridin-2-yl)-7-Methyl-7,8-dihydro-[1,3]dioxolano[4,5-g]isoquinolin-6(5H)-yl-2,2-d2)propane FC(C)(CN1[C@@H](C=2C=C3C(=CC2C[C@H]1C)OC(O3)([2H])[2H])C3=NC=C(C=C3)NC3CN(C3)CCCF)F